1,2-diiodotetrafluorobenzene IC1=C(C(=C(C(=C1F)F)F)F)I